ditert-butyl (2S)-2-[(3-tert-butoxy-3-oxo-propyl)amino]butanedioate C(C)(C)(C)OC(CCN[C@H](C(=O)OC(C)(C)C)CC(=O)OC(C)(C)C)=O